C(C1=CC=CC=C1)OC(=O)N[C@@H]1C(NC2=C(N(CC1)CCCOC1CN(C1)C(=O)OC(C)(C)C)C(=CC=C2)F)=O tert-butyl (S)-3-(3-(4-(((benzyloxy)carbonyl)amino)-10-fluoro-5-oxo-3,4,5,6-tetrahydrobenzo[b][1,4]diazocin-1(2H)-yl)propoxy)azetidine-1-carboxylate